Cl.CNC(=O)NC 1,3-dimethylurea monohydrochloride